ClC1=C(C=C(C=C1)C(C(=O)O)C(F)F)C(F)(F)F 4-chloro-β,β-difluoro-3-(trifluoromethyl)-phenylpropionic acid